CN(C(=O)CNC(=O)CN1C(=NC2=C3CC[C@@H](N(C3=CC=C21)C(=O)OC)C)CCN2C(C=CC=C2)=O)C methyl (7S)-3-({[(dimethylcarbamoyl)methyl]carbamoyl}methyl)-7-methyl-2-[2-(2-oxo-1,2-dihydropyridin-1-yl)ethyl]-3H,6H,7H,8H,9H-imidazo[4,5-f]quinoline-6-carboxylate